2-bromo-7-(3-chloro-5-fluorophenoxy)-6,7-dihydro-2H-pyrrolo[1,2-b][1,2,4]Triazole BrC1N=C2N(N1)CCC2OC2=CC(=CC(=C2)F)Cl